C[Si]1(N[Si](N[Si](N1)(C)C)(C)C)C.[Li] lithium 2,2,4,4,6,6-hexamethylcyclotrisilazane